OC/C=C/C(=O)O γ-hydroxycrotonic acid